FC1=CC=C(C=C1)C1=C(C(=NC(=C1)C1=CC=C(C=C1)O)OC)C#N 4-(4-Fluorophenyl)-6-(4-hydroxy-phenyl)-2-methoxypyridine-3-carbonitrile